Cl.C(C)N(CC(=O)NC)CC1=NC2=CC(=CC=C2C(N1)=O)F 2-(ethyl((7-fluoro-4-oxo-3,4-dihydroquinazolin-2-yl)methyl)amino)-N-methylacetamide hydrochloride